4-[1-(4-amino-3-methyl-1H-pyrazolo[3,4-d]pyrimidin-1-yl)ethyl]-6-chloro-2-[1-(2-hydroxy-2-methylpropyl)azetidin-3-yl]-3-methoxybenzonitrile NC1=C2C(=NC=N1)N(N=C2C)C(C)C2=C(C(=C(C#N)C(=C2)Cl)C2CN(C2)CC(C)(C)O)OC